FC=1C=C2NCC(NC2=CC1)C1=CC=C(C=C1)OC 6-fluoro-2-(4-methoxyphenyl)-1,2,3,4-tetrahydroquinoxaline